C[C@H]1N(CC[C@@H](C1)C1=CC=C(C=C1)C(F)(F)F)C(=O)C1CC2(C1)NC(OC2)=O (2S,4S)-2-((2R,4S)-2-methyl-4-(4-(trifluoromethyl)phenyl)piperidine-1-carbonyl)-7-oxa-5-azaspiro[3.4]octan-6-one